C[C@]12C3CC[C@@]4(C(=CCC4C3CC=C2C[C@@H](CC1)NC(C1=C(C=C(C=C1)F)F)=O)N1C=NC(=C1)C)C N-((3R,10R,13S)-10,13-dimethyl-17-(4-methyl-1H-imidazol-1-yl)-2,3,4,7,8,9,10,11,12,13,14,15-dodecahydro-1H-cyclopenta[a]phenanthren-3-yl)-2,4-difluorobenzamide